3,4,5-trihydroxybenzohydrazide OC=1C=C(C(=O)NN)C=C(C1O)O